C(C)N(CCCSC(=O)N(CCCO[Si](C(C)(C)C)(C1=CC=CC=C1)C1=CC=CC=C1)CC1COC(OC1)(C)C)CC [9-(2,2-dimethyl-1,3-dioxane-5-yl)-2,2-dimethyl-3,3-diphenyl-8-aza-4-oxa-3-silanonan-8-yl]methanethioic acid-S-[3-(diethylamino)propyl] ester